(1s,4S)-4-(3-chloroanilino)-2'-[(1R,4R)-1,7,7-trimethylbicyclo[2.2.1]hept-2-en-2-yl]spiro[cyclohexane-1,1'-indene]-4-carboxylic acid ClC=1C=C(NC2(CCC3(C(=CC4=CC=CC=C34)C=3[C@@]4(CC[C@H](C3)C4(C)C)C)CC2)C(=O)O)C=CC1